4-bromo-1-(tetrahydro-2H-pyran-2-yl)-5-(trifluoromethyl)-1H-indazole BrC1=C2C=NN(C2=CC=C1C(F)(F)F)C1OCCCC1